CC1CN(CC(N1)C)C1=NC(=C(C(=N1)NC=1C=C2C=NNC2=CC1)C)C N-(2-(3,5-dimethylpiperazin-1-yl)-5,6-dimethylpyrimidin-4-yl)-1H-indazol-5-amine